CC[C@@H]\\1CC[C@H]2[C@H]([C@H](C[C@]3(O2)CC[C@@H]([C@@H](O3)C[C@@H](C)O)C)OC(=O)/C=C/[C@@H]([C@H]([C@@H](C(=O)[C@@H]([C@H]([C@@H](C(=O)[C@]([C@H]([C@@H](C/C=C/C=C1)C)O)(C)O)C)O)C)C)O)C)C The molecule is an oligomycin with formula C44H72O11 that is oligomycin A in which the methyl substituent adjacent to the spirocyclic centre has been replaced by a hydrogen. It has a role as an EC 3.6.3.14 (H(+)-transporting two-sector ATPase) inhibitor, an antineoplastic agent and a nematicide. It is an oligomycin, a pentol, a triketone and an antibiotic antifungal agent.